N-cyclopropyl-3-(difluoromethyl)-5-fluoro-1-methyl-N-[5-methyl-2-(trifluoromethyl)benzyl]-1H-pyrazole-4-amide C1(CC1)N(C(=O)C=1C(=NN(C1F)C)C(F)F)CC1=C(C=CC(=C1)C)C(F)(F)F